O1CC(NC2=C1C=CC=C2)=O 2H-1,4-benzoxazin-3-one